2-Chloro-N-cyclopropyl-5-{1-[2,6-dichloro-4-(1,1,1,2,3,3,3-heptafluoropropan-2-yl)phenyl]-1H-pyrazol-4-yl}thiophene-3-carboxamide ClC=1SC(=CC1C(=O)NC1CC1)C=1C=NN(C1)C1=C(C=C(C=C1Cl)C(C(F)(F)F)(C(F)(F)F)F)Cl